5-oxopyrrolidine-1,2-dicarboxylate O=C1CCC(N1C(=O)[O-])C(=O)[O-]